Cl.N1N=NC=2C=CC=3C=NC(=NC3C21)N 1H-[1,2,3]triazolo[4,5-h]quinazolin-8-amine hydrochloride